COC(NOC)=O N-methoxy-carbamic acid methyl ester